4-{[tert-butyl(methyl)oxido-λ6-sulfanylidene]amino}-2-[(3R)-3-methylmorpholin-4-yl]-8-(1H-pyrazol-5-yl)-1,7-naphthyridine C(C)(C)(C)S(=O)(C)=NC1=CC(=NC2=C(N=CC=C12)C1=CC=NN1)N1[C@@H](COCC1)C